3-Hydroxy-4,5-dimethylfuran OC1=COC(=C1C)C